tert-butyl (2R,6S)-4-[2-ethyl-7-({8-fluoro-2-methylimidazo[1,2-a]pyridin-6-yl}carbamoyl)indazol-4-yl]-2,6-dimethylpiperazine-1-carboxylate C(C)N1N=C2C(=CC=C(C2=C1)N1C[C@H](N([C@H](C1)C)C(=O)OC(C)(C)C)C)C(NC=1C=C(C=2N(C1)C=C(N2)C)F)=O